FC1(CC2(OC3=CC(=C(C=C13)C(=O)OC)C(=O)OC)CN(C2)C(=O)OC(C)(C)C)F 1-(tert-butyl) 6',7'-dimethyl 4',4'-difluorospiro[azetidine-3,2'-chromane]-1,6',7'-tricarboxylate